CC(C(C)(C)C)O 1,2,2-trimethylpropanol